2-{3-[2-amino-5-{4-[bis(2-hydroxyethyl)amino]phenylamino}-4-iminocyclohexa-2,5-dienylideneamino]pyrazolo[1,5-a]pyridin-2-yloxy}ethanol NC=1C(C=C(C(C1)=N)NC1=CC=C(C=C1)N(CCO)CCO)=NC=1C(=NN2C1C=CC=C2)OCCO